O1CCC(CC1)OC(N[C@H](C(=O)NC1=CC=C(C=C1)S(=O)(=O)Cl)CC1=CC=CC=C1)=O (S)-1-(4-(chlorosulfonyl)phenylamino)-1-oxo-3-phenylprop-2-ylcarbamic acid tetrahydro-2H-pyran-4-yl ester